5,7-dihydrospiro[cyclopenta[b]pyridin-6,4'-piperidin]-5-amine N1CCC2(CC1)C(C=1C(=NC=CC1)C2)N